COCCOCCOC1=CC=C(CNC(OC(C)(C)C)=O)C=C1 tert-butyl (4-(2-(2-methoxyethoxy)ethoxy)benzyl)carbamate